8-bromo-N-(cyclohexylmethyl)-4-oxo-chromene-2-carboxamide BrC=1C=CC=C2C(C=C(OC12)C(=O)NCC1CCCCC1)=O